6-(1-(3-oxo-3-(4-(5-(trifluoromethyl)pyrimidin-2-yl)piperazin-1-yl)propyl)pyrrolidin-3-yl)-4-(trifluoromethyl)pyridazin-3(2H)-one O=C(CCN1CC(CC1)C=1C=C(C(NN1)=O)C(F)(F)F)N1CCN(CC1)C1=NC=C(C=N1)C(F)(F)F